C1(CCC1)C=1C(=NN(C1C1CC(C1)(C)C)C)NC(=O)C1(CC1)C(F)(F)F N-(4-cyclobutyl-5-(3,3-dimethylcyclobutyl)-1-methyl-1H-pyrazol-3-yl)-1-(trifluoromethyl)cyclopropane-1-carboxamide